C1(=CC=CC=C1)C1=CC(=CN1)C1=CC2=C(N(N=N2)C(C)C)C=C1 5-(5-phenyl-1H-pyrrol-3-yl)-1-(propan-2-yl)-1H-1,2,3-benzotriazole